N=C(CCCSCCC(=O)OCCCCCCCCCCCCCC)NC1=CC=C(C=C1)OCCCCCCCCC tetradecyl 3-((4-imino-4-((4-(nonyloxy)phenyl)amino)butyl)thio)propanoate